N1C[C@H](CCC1)C(=O)N1CCN(CC1)C1=NC=C(C=N1)C(F)(F)F (S)-piperidin-3-yl-(4-(5-(trifluoromethyl)pyrimidin-2-yl)piperazin-1-yl)methanone